C(C)OC(=C)C1=C(C=C(C=C1)C1CCC(N1)=O)F 5-(4-(1-ethoxyvinyl)-3-fluorophenyl)pyrrolidin-2-one